CC=1C(=NC=C(C1)C)N[C@@H]1CN(CC1)C(=O)C1=CC=C(C=C1)[C@@]1(C(NC(N1)=O)=O)C (R)-5-{4-[(S)-3-(3,5-dimethylpyridin-2-ylamino)pyrrolidine-1-carbonyl]phenyl}-5-methylimidazolidine-2,4-dione